5-(tert-butyl)-N-(1-(4-(2-(cyclopropanecarboxamido)pyridin-4-yl)-2-methylphenyl)ethyl)-1,2,4-oxadiazole-3-carboxamide C(C)(C)(C)C1=NC(=NO1)C(=O)NC(C)C1=C(C=C(C=C1)C1=CC(=NC=C1)NC(=O)C1CC1)C